1-(4-methoxyphenyl)-3-(3,4-dimethoxystyryl)-5-(3,4-dimethoxyphenyl)-pyrazoline COC1=CC=C(C=C1)N1NC(=CC1C1=CC(=C(C=C1)OC)OC)C=CC1=CC(=C(C=C1)OC)OC